C(#N)[C@H](CC1=CC=C(C=C1)C1=CC=C(C=C1)C#N)NC(=O)C1(CCOCC1)NC N-[(1S)-1-cyano-2-{4'-cyano-[1,1'-biphenyl]-4-yl}ethyl]-4-(methylamino)oxane-4-carboxamide